2,4,4-Trimethyl-6-oxo-1,4,5,6-tetrahydrocyclopenta[b]pyrrole-3-carboxylic acid ethyl ester C(C)OC(=O)C=1C2=C(NC1C)C(CC2(C)C)=O